1-methyl-4-(4-(trifluoromethyl)phenoxy)-1H-indole-3-carboxylic acid CN1C=C(C2=C(C=CC=C12)OC1=CC=C(C=C1)C(F)(F)F)C(=O)O